Cl.CN([C@@H]1CNCC1)C (S)-N,N-dimethylpyrrolidin-3-amine hydrochloride